FC1=CC(=CC2=C1OCCO2)[C@H]([C@@H](CN2CCCC2)NC(=O)[C@H]2CN(CC2)C=2C=C1C=NN(C1=CC2)C)O (R)-N-((1R,2R)-1-(8-fluoro-2,3-dihydrobenzo[b][1,4]dioxin-6-yl)-1-hydroxy-3-(pyrrolidin-1-yl)propan-2-yl)-1-(1-methyl-1H-indazol-5-yl)pyrrolidine-3-carboxamide